COC1=CC=C(CN2C(C3(CC3C2=O)NC(OC(C)(C)C)=O)=O)C=C1 tert-butyl (3-(4-methoxybenzyl)-2,4-dioxo-3-azabicyclo[3.1.0]hexan-1-yl)carbamate